3-(3-bromo-1,2,4-thiadiazol-5-yl)-1-[(2,4-dimethylthiazol-5-yl)methyl]-N-(1-methylcyclopropyl)-2-oxo-benzimidazole-5-sulfonamide BrC1=NSC(=N1)N1C(N(C2=C1C=C(C=C2)S(=O)(=O)NC2(CC2)C)CC2=C(N=C(S2)C)C)=O